Ethyl 4-(1-tert-butoxycarbonylvinyl)-2-chloro-thieno[3,2-b]pyrrole-5-carboxylate C(C)(C)(C)OC(=O)C(=C)N1C2=C(C=C1C(=O)OCC)SC(=C2)Cl